trans-6-chloro-N-(5-chloro-1-cyclopropyl-1H-pyrazol-4-yl)-7-(9-(oxetan-3-yl)-3-oxa-9-azabicyclo[3.3.1]nonan-7-yl)quinazolin-2-amine ClC=1C=C2C=NC(=NC2=CC1C1CC2COCC(C1)N2C2COC2)NC=2C=NN(C2Cl)C2CC2